FC(C=1C=2N(C=CC1)N=C(C2)[C@@H]2N(CCC1=C2N=CN1)C(=O)C=1OC(=NN1)C1=NC=CC=C1F)F (R)-(4-(4-(difluoromethyl)pyrazolo[1,5-a]pyridin-2-yl)-6,7-dihydro-1H-imidazo[4,5-c]pyridin-5(4H)-yl)(5-(3-fluoropyridin-2-yl)-1,3,4-oxadiazol-2-yl)methanone